(2-(2-isopropylphenyl)-4-(pyridin-3-ylmethyl)piperazin-1-yl)-7-azaspiro[3.5]nonane C(C)(C)C1=C(C=CC=C1)C1N(CCN(C1)CC=1C=NC=CC1)C1CCC12CCNCC2